2-{2-[(4-{[2-amino-4-(pentylamino)-5H-pyrrolo[3,2-d]pyrimidin-5-yl]methyl}-3-methoxyphenyl)methoxy]ethoxy}acetic acid NC=1N=C(C2=C(N1)C=CN2CC2=C(C=C(C=C2)COCCOCC(=O)O)OC)NCCCCC